CC1CN(CCCN1)C1=NC=CC(=N1)NC=1C=C2C=NNC2=CC1 N-(2-(3-methyl-1,4-diazepan-1-yl)pyrimidin-4-yl)-1H-indazol-5-amine